COC(=O)[C@H]1N(CC2=CC=CC=C2C1)C(=O)C1(CC1)C1=CC=C(C=C1)OC(F)(F)F (S)-2-[1-[4-(Trifluoromethoxy)phenyl]cyclopropanecarbonyl]-3,4-dihydro-1H-isoquinoline-3-carboxylic acid methyl ester